C(#N)C1=CC(=C(COC2=CC=CC(=N2)C2=CC(=C(CC3=NC4=C(N3CCC3(CC3)CO)C=C(C=C4)C(=O)OC)C=C2)F)C=C1)F Methyl 2-(4-(6-((4-cyano-2-fluorobenzyl)oxy)pyridin-2-yl)-2-fluorobenzyl)-1-(2-(1-(hydroxymethyl)cyclopropyl)ethyl)-1H-benzo[d]imidazole-6-carboxylate